2-fluoro-6-[(2,5-dimethoxybenzyl)amino]-9-(tetrahydrofuran-2-yl)-9H-purine FC1=NC(=C2N=CN(C2=N1)C1OCCC1)NCC1=C(C=CC(=C1)OC)OC